4-(2-Methylallyl)-1,2-benzenediol CC(CC=1C=C(C(=CC1)O)O)=C